4-(3-chloro-4-fluorophenylamino)-7-methoxy-6-(3-morpholinopropoxy)quinazoline ClC=1C=C(C=CC1F)NC1=NC=NC2=CC(=C(C=C12)OCCCN1CCOCC1)OC